ClC=1C(=NC(=NC1)NC1CCOCC1)C1=CC=C2CN(C(C2=C1)=O)CCC(=O)O 3-(6-{5-Chloro-2-[(oxan-4-yl)amino]pyrimidin-4-yl}-1-oxo-2,3-dihydro-1H-isoindol-2-yl)propanoic acid